2-(3,3-Dimethoxycyclopentyl)ethan-1-ol COC1(CC(CC1)CCO)OC